4,7-dichloro-6-fluoro-1-(2-isopropyl-4-methylpyridin-3-yl)pyrido[2,3-d]pyrimidin-2(1H)-one dichloride [Cl-].[Cl-].ClC=1C2=C(N(C(N1)=O)C=1C(=NC=CC1C)C(C)C)N=C(C(=C2)F)Cl